NC(C(CCC(=O)OC(C)(C)C)N1C(C2=C(C(=CC=C2C1)Br)OC1CCCCC1)=O)=O tert-butyl 5-amino-4-(6-bromo-7-(cyclohexyloxy)-1-oxoisoindolin-2-yl)-5-oxopentanoate